2-amino-8-methoxy-N-[(5-methoxy-2-pyridyl)methyl]quinazoline-4-carboxamide NC1=NC2=C(C=CC=C2C(=N1)C(=O)NCC1=NC=C(C=C1)OC)OC